C(CCCCCCC(=O)OCCCCCCCCC)(=O)OCC(COC(CC12CC3CC(CC(C1)C3)C2)=O)CO 1-(3-(2-((3r,5r,7r)-adamantan-1-yl)acetoxy)-2-(hydroxymethyl)propyl) 8-nonyl octanedioate